3-aminopropyl-tris(aminopropyl)Ethoxysilane NCCCCCO[Si](CCCN)(CCCN)CCCN